Cl.N[C@@H](C(=O)N[C@@H](CC1=CC=CC=C1)B1O[C@@]2([C@H](O1)C[C@H]1C([C@@H]2C1)(C)C)C)CC(=O)N1CCOCC1 (R)-2-amino-4-morpholino-4-oxo-N-((R)-2-phenyl-1-((3aS,4S,6S,7aR)-3a,5,5-trimethylhexahydro-4,6-methanobenzo[d][1,3,2]dioxaborol-2-yl)ethyl)butanamide hydrochloride